NC=1C(NC2=CC(=CN=C2C1C1=C2C=NNC2=C(C=C1)F)C1=CN=NC=C1)=O 3-Amino-4-(7-fluoro-1H-indazol-4-yl)-7-pyridazin-4-yl-1H-1,5-naphthyridin-2-one